FC1=C(C(=O)N([C@H]2CNCCC2)C2=NC=CC3=CC=CC(=C23)C)C=CC(=C1)C1=NC(=CN=C1)C (R)-2-fluoro-N-(8-methylisoquinolin-1-yl)-4-(6-methylpyrazin-2-yl)-N-(piperidin-3-yl)benzamide